ClC1=C2C(=NC(=C1)C)N(C=C2)S(=O)(=O)C2=CC=C(C=C2)C 4-chloro-6-methyl-1-(p-tolylsulfonyl)pyrrolo[2,3-b]pyridine